2-((3-(2,6-Dioxopiperidin-3-yl)-1-methyl-1H-indazol-7-yl)oxy)-N-((2-methyl-1H-indol-5-yl)methyl)acetamide O=C1NC(CCC1C1=NN(C2=C(C=CC=C12)OCC(=O)NCC=1C=C2C=C(NC2=CC1)C)C)=O